Di-n-propyl ether C(CC)OCCC